4-chloro-N-(piperidin-4-yl)-5-(trifluoromethyl)pyrimidin-2-amine ClC1=NC(=NC=C1C(F)(F)F)NC1CCNCC1